cerium zirconium oxide [O-2].[Zr+4].[Ce+3]